ClC1=CC=C2C(=CC(=NC2=C1Cl)N(CCN(S(=O)(=O)C)CCC(=O)OC(C)(C)C)C)N1C=NC=C1 tert-butyl 3-(N-(2-((7,8-dichloro-4-(1H-imidazol-1-yl)quinolin-2-yl)(methyl)amino)ethyl)methylsulfonamido)propanoate